2'-(4-cyclopropyl-6-methoxypyrimidin-5-yl)-9'-(4-(1-methyl-4-(trifluoromethyl)-1H-imidazol-2-yl)benzyl)-8',9'-dihydrospiro[cyclopropane-1,7'-pyrimido[4,5-b][1,4]diazepin]-6'(5'H)-one C1(CC1)C1=NC=NC(=C1C=1N=CC2=C(N(CC3(C(N2)=O)CC3)CC3=CC=C(C=C3)C=3N(C=C(N3)C(F)(F)F)C)N1)OC